5-(benzylthio)-4-(2-((tert-butyldiphenylsilyl)oxy)ethyl)-2-chloropyridine C(C1=CC=CC=C1)SC=1C(=CC(=NC1)Cl)CCO[Si](C1=CC=CC=C1)(C1=CC=CC=C1)C(C)(C)C